ClC=1C=CC2=C(CC(CC=3N2C(=NN3)C3CCC(CC3)(C)OC)NC(OC(C)(C)C)=O)C1 Tert-butyl [8-chloro-1-(4-methoxy-4-methylcyclohexyl)-5,6-dihydro-4H-[1,2,4]triazolo[4,3-a][1]benzazepin-5-yl]carbamate